hexyl α-trimethylsilylpropionate C[Si](C(C(=O)OCCCCCC)C)(C)C